3-(5-(11-Hydroxyundecyl)-3-methyl-2-oxo-2,3-dihydro-1H-benzo[d]imidazol-1-yl)piperidine-2,6-dione OCCCCCCCCCCCC1=CC2=C(N(C(N2C)=O)C2C(NC(CC2)=O)=O)C=C1